C1=CC(=C2C(=C1)OC3=C(C2=O)C=C(C=C3)O)O The molecule is a member of the class of xanthones that is 9H-xanthene substituted by hydroxy group at positions 1 and 7 and an oxo group at position 9. It has been isolated from Cratoxylum cochinchinense. It has a role as a plant metabolite and a metabolite. It is a member of xanthones and a member of phenols.